CCCCCCC/C=C\CCCCCCCC(=O)O[C@H](COC(=O)CCCCC/C=C\C/C=C\C/C=C\C/C=C\CCCCC)COP(=O)(O)OC[C@H](CO)O 1-(7Z,10Z,13Z,16Z-docosatetraenoyl)-2-(9Z-heptadecenoyl)-glycero-3-phospho-(1'-sn-glycerol)